N-(p-aminobenzoyl)pyrrolidine NC1=CC=C(C(=O)N2CCCC2)C=C1